2-cyclopropyl-5'-fluoro-2'-((4-(6-((4-hydroxycyclohexyl)methyl)-2,6-diazaspiro[3.3]heptan-2-yl)pyrimidin-5-yl)oxy)-[1,1'-biphenyl]-4-carbonitrile C1(CC1)C1=C(C=CC(=C1)C#N)C1=C(C=CC(=C1)F)OC=1C(=NC=NC1)N1CC2(C1)CN(C2)CC2CCC(CC2)O